(5aR,5bS,7aS,8S,10aS,10bR)-5a,7a-dimethyl-2-(pyridin-2-ylamino)-5,5a,5b,6,7,7a,8,9,10,10a,10b,11-dodecahydro-4H-cyclopenta[7,8]phenanthro[2,1-d]thiazol-8-ol C[C@@]12CCC=3N=C(SC3C2=CC[C@H]2[C@H]3[C@](CC[C@H]12)([C@H](CC3)O)C)NC3=NC=CC=C3